5-(2,3-Dimethoxyphenyl)-3-hydroxyvalerate COC1=C(C=CC=C1OC)CCC(CC(=O)[O-])O